2-((3-chloro-4-fluorophenyl)(3,4-difluorophenyl)methyl)-4-((1-methylpyrrolidin-3-yl)sulfonyl)-1H-imidazole ClC=1C=C(C=CC1F)C(C=1NC=C(N1)S(=O)(=O)C1CN(CC1)C)C1=CC(=C(C=C1)F)F